N-[1-[2-[[1-(2,2-difluoroethyl)-3-methyl-pyrazol-4-yl]amino]-5-fluoro-pyrimidin-4-yl]-3-methyl-indol-5-yl]prop-2-enamide FC(CN1N=C(C(=C1)NC1=NC=C(C(=N1)N1C=C(C2=CC(=CC=C12)NC(C=C)=O)C)F)C)F